tert-butyl (2-(3-amino-6-chloro-9-tosyl-9H-carbazol-1-yl)ethyl)carbamate NC=1C=C(C=2N(C3=CC=C(C=C3C2C1)Cl)S(=O)(=O)C1=CC=C(C)C=C1)CCNC(OC(C)(C)C)=O